BrC=1C=CC(N(C1)CCCCBr)=O 5-bromo-1-(4-bromobutyl)pyridin-2(1H)-one